ClC=1C(=NC(=NC1)NC1=CC=C(C=C1)N1CCOCC1)N1C=C(C2=CC(=C(C=C12)C)NC(C=C)=O)C N-[1-[5-chloro-2-(4-morpholinoanilino)-pyrimidin-4-yl]-3,6-dimethyl-indol-5-yl]prop-2-enamide